FC(C1=NN(C=C1N1CC=C2N1C=CC(=N2)N2C[C@H](CCC2)OC2OCCCC2)C2CCC(CC2)C=O)F N-(3-(Difluoromethyl)-1-((1R,4S)-4-formylcyclohexyl)-1H-pyrazol-4-yl)-5-((3S)-3-((tetrahydro-2H-pyran-2-yl)oxy)piperidin-1-yl)pyrazolo[1,5-a]pyrimidine